N1(N=CC=C1)CCCCNC(C1=CC=CC=C1)=O N-(4-1-N-pyrazolyl-butyl)benzamide